ClC=1C=CC(=C(C1)N1N=CC=2C(=NC(=CC21)C=2C=NN1C2N=CC=C1)NC)OC 1-(5-chloro-2-methoxyphenyl)-N-methyl-6-(pyrazolo[1,5-a]pyrimidin-3-yl)-1H-pyrazolo[4,3-c]pyridin-4-amine